{6,6-difluoro-2-azaspiro[3.3]heptan-2-yl}acetic acid FC1(CC2(CN(C2)CC(=O)O)C1)F